1,3-dihydro-2H-imidazo[4,5-c]quinoline N1CNC=2C=NC=3C=CC=CC3C21